N-(2-methoxy-4-methylbenzyl)-N'-(2-(pyridin-2-yl)ethyl)oxamide COC1=C(CNC(=O)C(=O)NCCC2=NC=CC=C2)C=CC(=C1)C